C(CCC)(O)O butan-diol